C(CCCCCCCCCCCCC)(=O)N([C@@H](CO)C(=O)O)C(CCCCCCCCCCCCC)=O di-myristoyl-serine